N=C1C(N(C2=CC=C(C=C12)OC)C(C1=CC=CC=C1)(C1=CC=CC=C1)C1=CC=CC=C1)=O 3-Imino-5-methoxy-1-tritylindolin-2-one